1-[12-(Triethoxysilyl)dodecyl]-3,3'-ethylenebis(5-amino-1,2,4-triazole) C(C)O[Si](CCCCCCCCCCCCC(CC1=NNC(=N1)N)C1=NNC(=N1)N)(OCC)OCC